FC1([C@@H]([C@H](CCC1)N1CCN(CC1)C(C)C)NC(=O)N1CCC(CC1)(C1=NC=CC=C1)O)F |r| rac-N-{(1R,6S)-2,2-difluoro-6-[4-(propan-2-yl)piperazin-1-yl]cyclohexyl}-4-hydroxy-4-(pyridin-2-yl)piperidine-1-carboxamide